2-(4-bromo-1-((R)-6-fluoro-6,7-dihydro-5H-pyrrolo[1,2-c]imidazol-1-yl)but-3-yn-1-yl)-4-chloro-2H-indazole BrC#CCC(C1=C2N(C=N1)C[C@@H](C2)F)N2N=C1C=CC=C(C1=C2)Cl